[1-({[tert-butyl-(dimethyl)silyl]oxy}methyl)cyclopentyl]acetaldehyde C(C)(C)(C)[Si](OCC1(CCCC1)CC=O)(C)C